(thiophen-2-ylmethylene)furan S1C(=CC=C1)C=C1OC=CC1